ClC=1C=C(C=CC1)NCC(=O)N1[C@H]2CC([C@@H]([C@H]1C(=O)N[C@@H](C[C@H]1C(NCC1)=O)\C=C(/S(=O)(=O)C)\F)CC2)(F)F (1R,3S,4R)-2-((3-chlorophenyl)glycyl)-5,5-difluoro-N-((S,Z)-4-fluoro-4-(methylsulfonyl)-1-((S)-2-oxopyrrolidin-3-yl)but-3-en-2-yl)-2-azabicyclo[2.2.2]octane-3-carboxamide